C(C1=CC=CC=C1)N1N=C(N=C1)C(=O)N[C@@H]1C(N(C=2N(CC1)C=CN2)C)=O (S)-1-Benzyl-N-(9-methyl-8-oxo-6,7,8,9-tetrahydro-5H-imidazo[1,2-a][1,3]diazepin-7-yl)-1H-1,2,4-triazol-3-carboxamid